8-(2,2-diphenylacetyl)-3,8-diazabicyclo[3.2.1]octane-2-carboxylic acid C1(=CC=CC=C1)C(C(=O)N1C2C(NCC1CC2)C(=O)O)C2=CC=CC=C2